CC1(OB(OC1(C)C)C=1C=C2CC(NC2=CC1)=O)C 5-(4,4,5,5-tetramethyl-1,3,2-dioxaborolan-2-yl)-1,3-dihydroindol-2-one